N-isopropyl-N-methyl-2-(4-(4,4,5,5-tetramethyl-1,3,2-dioxaborolan-2-yl)-1H-pyrazol-1-yl)propan-1-amine C(C)(C)N(CC(C)N1N=CC(=C1)B1OC(C(O1)(C)C)(C)C)C